S1C2=C(C=C1)C(=CC=C2)C=2C=C(SC2)C(CC(=O)O)=O 3-(4-(benzo[b]thiophen-4-yl)thiophen-2-yl)-3-oxopropionic acid